tert-butyl ((2S)-2-phenyl-1-(2,2,2-trifluoroacetyl)piperidin-4-yl)carbamate C1(=CC=CC=C1)[C@H]1N(CCC(C1)NC(OC(C)(C)C)=O)C(C(F)(F)F)=O